2-((6-((R)-3-aminopyrrolidin-1-yl)-3,5-dicyano-4-ethylpyridin-2-yl)thio)-2-phenylacetamide N[C@H]1CN(CC1)C1=C(C(=C(C(=N1)SC(C(=O)N)C1=CC=CC=C1)C#N)CC)C#N